3-iodo-1,7-dimethyl-1,4,6,7-tetrahydro-5H-pyrazolo[4,3-c]Pyridine-5-carboxylic acid tert-butyl ester C(C)(C)(C)OC(=O)N1CC2=C(C(C1)C)N(N=C2I)C